N-(1,1'-biphenyl-2-yl)-N-(3'',5',5''-tri-tert.Butyl-1,1':3',1''-terphenyl-4-yl)-9,9-dimethyl-9H-fluorene-2-amine C1(=C(C=CC=C1)N(C1=CC=2C(C3=CC=CC=C3C2C=C1)(C)C)C1=CC=C(C=C1)C1=CC(=CC(=C1)C(C)(C)C)C1=CC(=CC(=C1)C(C)(C)C)C(C)(C)C)C1=CC=CC=C1